CC1CCC(CC1)[C@@H](C=1N=C2N(N=C(C(=N2)N2CCOCC2)CC2C(NC[C@@H](C2)C(F)(F)F)=O)C1)NC(OCC1=CC=CC=C1)=O benzyl ((1S)-((1R,4S)-4-methylcyclohexyl)(3-morpholino-2-(((5R)-2-oxo-5-(trifluoromethyl)piperidin-3-yl)methyl)imidazo[1,2-b][1,2,4]triazin-6-yl)methyl)carbamate